ClC1=NC(=CC(=C1)C=1C(=NN2C1N=C(C=C2)C(=O)O)C2=CC(=CC=C2)C#N)C (2-Chloro-6-methyl-4-pyridyl)-2-(3-cyanophenyl)pyrazolo[1,5-a]pyrimidine-5-carboxylic acid